2-(4-(2-acetyl-5-chlorophenyl)-5-methoxy-2-oxopyridin-1(2H)-yl)-N-(3-(aminomethyl)phenyl)-3-phenylpropanamide C(C)(=O)C1=C(C=C(C=C1)Cl)C1=CC(N(C=C1OC)C(C(=O)NC1=CC(=CC=C1)CN)CC1=CC=CC=C1)=O